(S)-3-(3-chlorophenyl)-3-(4-isopropylpiperazin-1-yl)-N-methylpropan-1-amine ClC=1C=C(C=CC1)[C@H](CCNC)N1CCN(CC1)C(C)C